6-AMINO-3-(PYRIDIN-4-YL)PICOLINALDEHYDE NC1=CC=C(C(=N1)C=O)C1=CC=NC=C1